(S)-N-(1-(6-(6-(Difluoromethyl)imidazo[1,2-b]pyridazin-3-yl)pyrimidin-4-yl)piperidin-3-yl)oxetane-3-sulfonamide FC(C=1C=CC=2N(N1)C(=CN2)C2=CC(=NC=N2)N2C[C@H](CCC2)NS(=O)(=O)C2COC2)F